(1R,4s)-4-(2-((S)-1-hydroxypropan-2-ylamino)-8-(2,4,6-trichlorophenylamino)-9H-purin-9-yl)cyclohexanecarboxamide OC[C@H](C)NC1=NC=C2N=C(N(C2=N1)C1CCC(CC1)C(=O)N)NC1=C(C=C(C=C1Cl)Cl)Cl